FC=1C=C(C=CC1)C1CCN2N1C(C(C2)(C)CC=O)=O 2-[3-(3-fluorophenyl)-6-methyl-5-oxo-1,2,3,7-tetrahydropyrazolo[1,2-a]pyrazol-6-yl]acetaldehyde